OC(C(=O)[O-])(C)C=1C=C2C=CC(=NC2=CC1)NC(=O)NC1=CC=CC=C1 2-hydroxy-2-(2-(3-phenyl ureido)quinolin-6-yl)propanoate